methyl 2-{3-[2-(hydroxymethyl)pyrimidin-5-yl]-1,2-oxazol-5-yl}-3-methylbutanoate OCC1=NC=C(C=N1)C1=NOC(=C1)C(C(=O)OC)C(C)C